1-((3,3-Difluoro-1-methylcyclobutyl)methyl)-N-(3-(S-(difluoromethyl)sulfonimidoyl)phenyl)-3-(1-fluorocyclopropyl)-4-(trifluoromethyl)-1H-pyrazole-5-carboxamide FC1(CC(C1)(C)CN1N=C(C(=C1C(=O)NC1=CC(=CC=C1)S(=O)(=N)C(F)F)C(F)(F)F)C1(CC1)F)F